FC1=C(C(=CC=C1)C(C)C)N1N=C2C(=CC1=O)NN=C2C2=CC=C(C=C2)N2CCN(CC2)C 5-(2-Fluoro-6-isopropylphenyl)-3-(4-(4-methylpiperazin-1-yl)phenyl)-1H-pyrazolo[4,3-c]pyridazin-6(5H)-on